CC=1C(=CC=2C(CCC(C2C1)(C)C)(C)C)C1=C(C=CC=C1N)N (3,5,5,8,8-pentamethyl-5,6,7,8-tetrahydronaphthalen-2-yl)benzene-1,3-diamine